(R)-2-cyclopropyl-4-((1-(4-(trifluoromethyl)pyrimidin-2-yl)pyrrolidin-3-yl)methoxy)pyrimidine-5-carbonitrile C1(CC1)C1=NC=C(C(=N1)OC[C@H]1CN(CC1)C1=NC=CC(=N1)C(F)(F)F)C#N